4'-[1,3-phenylenebis(1-methyl-ethylene)]dianiline C1(=CC(=CC=C1)C(CNC1=CC=CC=C1)C)C(CNC1=CC=CC=C1)C